N1=CC=CC2=CN=CC(=C12)NC(NC1=C(SC(=C1)Br)C(=O)OC)=O methyl 3-(3-(1,6-naphthyridin-8-yl)ureido)-5-bromothiophene-2-carboxylate